8-methyl-8-chlorotetracyclo[4.4.0.12,5.17,10]dodeca-3-ene CC1(C2C3C4C=CC(C3C(C1)C2)C4)Cl